2-chloro-5-methoxy-pyridine-4-carbaldehyde ClC1=NC=C(C(=C1)C=O)OC